C1(CCCCC1)CCCCOC=1C=C2C(N(C(C2=CC1[N+](=O)[O-])=O)CCC(=O)O)=O 5-(4-cyclohexylbutoxy)-6-nitro-N-carboxyethyl-isoindoline-1,3-dione